C(C)(C)(C)[Si](O[C@H](COC1=NN=C(S1)NC(C1=CN=C(C=C1C1=C(C=CC=C1)OC)C)=O)C1=NC=C(C=C1)Cl)(C)C (S)-N-(5-(2-((tertbutyldimethylsilyl)oxy)-2-(5-chloropyridin-2-yl)ethoxy)-1,3,4-thiadiazol-2-yl)-4-(2-methoxyphenyl)-6-methylnicotinamide